1-(4-bromophenoxy)-3-methoxybenzene BrC1=CC=C(OC2=CC(=CC=C2)OC)C=C1